FC(CN1CCC(CC1)C(=O)NC=1N=CC2=CC=C(C=C2C1)C=1SC(=NN1)C)(C)F 1-(2,2-difluoropropyl)-N-(6-(5-methyl-1,3,4-thiadiazol-2-yl)isoquinolin-3-yl)piperidine-4-carboxamide